(l-1-mercaptoundecyl)-N,N,N-trimethylammonium bromide [Br-].SC(CCCCCCCCCC)[N+](C)(C)C